3-(2-methoxyphenyl)-5-methylisoxazole-4-carboxylic acid COC1=C(C=CC=C1)C1=NOC(=C1C(=O)O)C